FC1=CC=C2C=C(C=NC2=C1F)C=1OC(CC(N1)CC1=NC=CC=C1)(C)C 2-(7,8-difluoro-3-quinolyl)-6,6-dimethyl-4-(2-pyridylmethyl)-4,5-dihydro-1,3-oxazine